FC(OC1=CC=C(CS(=O)(=O)N2CC=C(CC2)C=2C=C(C(=NC2)C(=O)NCC(=O)O)O)C=C1)(F)F (5-(1-((4-trifluoromethoxybenzyl)sulfonyl)-1,2,5,6-tetrahydropyridin-4-yl)-3-hydroxy-pyridine-2-carbonyl)glycine